FC1=C(C=CC(=C1)F)C1=CC(=C(C=C1)OC)NC1=NC=NC2=CC(=C(C=C12)NC(/C(=C\[C@@H]1N(CCC1)C)/F)=O)OC (R,E)-N-(4-((2',4'-difluoro-4-methoxy-[1,1'-biphenyl]-3-yl)amino)-7-methoxyquinazolin-6-yl)-2-fluoro-3-(1-methylpyrrolidin-2-yl)acrylamide